ClC1=CC=C(C=C1)N1CN2C(=C([C@H]1C1=CC=C(C=C1)[N+](=O)[O-])O)NC1=C2C=CC=C1 (R)-2-(4'-chlorophenyl)-3-(4'-nitrophenyl)-1,2,3,5-tetrahydrobenzo[4,5]imidazo[1,2-c]pyrimidin-4-ol